CC(=CCC1=C(C=C(C(=C1O)C=1N=CSC1)CCCCC)O)CCC=C(C)C 2-(3,7-dimethylocta-2,6-dien-1-yl)-5-pentyl-4-(thiazol-4-yl)benzene-1,3-diol